ClC1=NC=C2NC(N(C2=N1)CC1=CC=C(C=C1)N1N=C2C(CN(CC2)C(=O)OC(C)(C)C)=C1C)=O tert-butyl 2-[4-[(2-chloro-8-oxo-7H-purin-9-yl) methyl] phenyl]-3-methyl-4H,6H,7H-pyrazolo[4,3-c]pyridine-5-carboxylate